CN1N=CC=C1C(=O)NC1=CNC2=CC=C(C=C12)CCOC1=CC=C(C=C1)C(F)(F)F 1-methyl-N-(5-(2-(4-(trifluoromethyl)phenoxy)ethyl)-1H-indol-3-yl)-1H-pyrazole-5-carboxamide